N1CC(C1)CN(C)C 1-(azetidin-3-yl)-N,N-dimethylmethanamine